ClC=1C=C(C=CC1)[C@@H]1[C@H]([C@@H](C1)NC(=O)C=1N=NN(C1)[C@H](C)C1=CC=C2C3(CN(CC2=C1)C)CC3)O N-((1R,2R,3R)-3-(3-Chlorophenyl)-2-hydroxycyclobutyl)-1-((R)-1-(2'-methyl-2',3'-dihydro-1'H-spiro[cyclopropane-1,4'-isoquinolin]-7'-yl)ethyl)-1H-triazole-4-carboxamide